(2R,3R,4R,5R)-5-(6-(bis-(tert-butoxycarbonyl)amino)-2-chloro-9H-purin-9-yl)-3-ethynyl-2-(hydroxymethyl)tetrahydrofuran-3,4-diyl diacetate C(C)(=O)O[C@@]1([C@H](O[C@H]([C@@H]1OC(C)=O)N1C2=NC(=NC(=C2N=C1)N(C(=O)OC(C)(C)C)C(=O)OC(C)(C)C)Cl)CO)C#C